C(C)(C)(C)OC(=O)N([C@H](C(=O)OC(C)(C)C)CCCN1C=NC=C1)C tert-butyl (S)-2-((tert-butoxycarbonyl)(methyl)amino)-5-(1H-imidazol-1-yl)pentanoate